bromo-1-(4-fluorophenyl)-5-methoxy-1H-indole-3-carbonitrile BrC=1N(C2=CC=C(C=C2C1C#N)OC)C1=CC=C(C=C1)F